[N+](=O)([O-])C=1SC=CC1NC1=CC=CC=C1 2-nitro-thiophenyl-aniline